benzyl 7-chloro-4-p-toluenesulfonyl-8b-(trifluoromethyl)-3,3a,4,8b-tetrahydro-2H-furo[3,2-b]indole-3-carboxylate ClC1=CC=2C3(C(N(C2C=C1)S(=O)(=O)C1=CC=C(C)C=C1)C(CO3)C(=O)OCC3=CC=CC=C3)C(F)(F)F